CN(C1=CC=C(C=CC(=O)C2=CC=CC=C2)C=C1)C 4-Dimethylaminobenzylideneacetophenone